6-methylpyridazin-3(2H)-one CC=1C=CC(NN1)=O